O1CCN(CC1)CC1=CC=C(C(=O)N)C=C1 4-(morpholinomethyl)benzamide